(cis)-4-(4-bromo-2-oxo-2,3-dihydro-1H-1,3-benzodiazol-1-yl)-N-(3-fluoro-5-methoxyphenyl)cyclohexane-1-carboxamide BrC1=CC=CC=2N(C(NC21)=O)[C@H]2CC[C@H](CC2)C(=O)NC2=CC(=CC(=C2)OC)F